(6-(methoxycarbonyl)pyridin-3-yl)boronic acid COC(=O)C1=CC=C(C=N1)B(O)O